1-benzyl-2-methyl-3-(benzyloxy)-5-methylpyrrolidine C(C1=CC=CC=C1)N1C(C(CC1C)OCC1=CC=CC=C1)C